C1=CC=CC=2C3=CC=CC=C3C(C12)COC(=O)N[C@H](C(=O)NC1=CC=C(C(=O)OC)C=C1)CCCCNC(C1=CC=C(C=C1)C)(C1=CC=CC=C1)C1=CC=CC=C1 Methyl (S)-4-(2-((((9H-fluoren-9-yl)methoxy)carbonyl)amino)-6-((diphenyl(p-tolyl)methyl)amino)hexanamido)benzoate